C(C)C=1C=C(C=CC1C=1N(C=C(N1)C(F)(F)F)C)CN [3-ethyl-4-[1-methyl-4-(trifluoromethyl)imidazol-2-yl]phenyl]methanamine